CN(C1=NC(=CC=C1[N+](=O)[O-])OC)CC1=CN=C(S1)CCC N-methyl-N-((2-propylthiazol-5-yl)methyl)-6-methoxy-3-nitropyridin-2-amine